((S)-1-(5-(((S)-1-cyclopropylethyl)carbamoyl)-3-(3,5-difluorophenyl)-2-(trifluoromethyl)pyridin-4-yl)-3-methylpyrrolidin-3-yl)carbamic acid tert-butyl ester C(C)(C)(C)OC(N[C@@]1(CN(CC1)C1=C(C(=NC=C1C(N[C@@H](C)C1CC1)=O)C(F)(F)F)C1=CC(=CC(=C1)F)F)C)=O